(4-(ethoxycarbonyl)phenyl)acrylic acid C(C)OC(=O)C1=CC=C(C=C1)C(C(=O)O)=C